FC1=C(C=C(C=C1)CN(C)C)B1OC(C(O1)(C)C)(C)C 1-(4-fluoro-3-(4,4,5,5-tetramethyl-1,3,2-dioxa-borolan-2-yl)phenyl)-N,N-dimethyl-meth-anamine